2-[(1S)-1-(3-ethoxy-4-methoxyphenyl)-2-methylsulfonylethyl]-5-fluoroisoindoline-1,3-dione C(C)OC=1C=C(C=CC1OC)[C@@H](CS(=O)(=O)C)N1C(C2=CC=C(C=C2C1=O)F)=O